C(#N)C=1C=C(C=CC1)CC(=O)N[C@H](C=1OC2=C(N1)C=C(C=C2)CN2C(N[C@@H](C2)C(F)(F)F)=O)C2CCC(CC2)(F)F 2-(3-cyanophenyl)-N-((S)-(4,4-difluorocyclohexyl)(5-(((S)-2-oxo-4-(trifluoromethyl)imidazolidin-1-yl)methyl)benzo[d]oxazol-2-yl)methyl)acetamide